C(C)(C)(C)OC(=O)NC=1C=C(C=CC1)C(C(=O)OCC)(F)F ethyl 2-(3-((tert-butoxycarbonyl)amino)phenyl)-2,2-difluoroacetate